cis-pentadieneamide C(\C=C/C=C)(=O)N